C(C)(C)[C@H]1N=C(OC1)[C-]1C(=CC=C1)P(C1=CC=CC=C1)C1=CC=CC=C1.[CH-]1C=CC=C1.[Fe+2] (R)-4-isopropyl-2-[(R)-2-(diphenylphosphino)-ferrocen-1-yl]Oxazoline